2-((2R,5S)-2-(2-(1,5-dimethyl-1,2,3,6-tetrahydropyridin-4-yl)benzo[d]thiazol-5-yl)-5-methylpiperidin-1-yl)-N-(imidazo[1,2-a]pyridin-7-yl)-2-oxoacetamide CN1CCC(=C(C1)C)C=1SC2=C(N1)C=C(C=C2)[C@@H]2N(C[C@H](CC2)C)C(C(=O)NC2=CC=1N(C=C2)C=CN1)=O